2-fluoro-N-(6-(3-hydroxy-2-methylphenyl)imidazo[1,2-a]pyridin-2-yl)cyclopropane-1-carboxamide FC1C(C1)C(=O)NC=1N=C2N(C=C(C=C2)C2=C(C(=CC=C2)O)C)C1